FC1=C(C=C(C(=C1)C)C=1C(N(C2=CC(=NC=C2C1)NC)CC(F)(F)F)=O)NC(=O)NC1=CC=C(C=C1)F 1-(2-fluoro-4-methyl-5-(7-(methylamino)-2-oxo-1-(2,2,2-trifluoroethyl)-1,2-dihydro-1,6-naphthyridin-3-yl)phenyl)-3-(4-fluorophenyl)urea